FC1=NC(=C2N=CN(C2=N1)C1OCC1)NCC1=C(C=CC(=C1)C)O 2-fluoro-6-[(2-hydroxy-5-methylbenzyl)amino]-9-(oxetan-2-yl)-9H-purine